2-({2-[(4-{4,13-dichloro-8-ethyl-9-oxo-6,8,10-triazatricyclo[9.4.0.02,7]pentadeca-1(11),2(7),3,5,12,14-hexaen-10-yl}-3,5-difluorophenyl)amino]ethyl}amino)acetic acid ClC1=CC=2C=3C=CC(=CC3N(C(N(C2N=C1)CC)=O)C1=C(C=C(C=C1F)NCCNCC(=O)O)F)Cl